FC=1C=CC(=C(C1)C(C(=O)N[C@H](C(=O)O)CCN(CCCCC1=NC=2NCCCC2C=C1)C[C@@H](CF)OC)(C)C)OC (S)-2-(2-(5-fluoro-2-methoxyphenyl)-2-methylpropanamido)-4-(((S)-3-fluoro-2-methoxypropyl)(4-(5,6,7,8-tetrahydro-1,8-naphthyridin-2-yl)butyl)amino)butanoic acid